O=C(C(=O)O)CCCCCCCCCC alpha-ketolauric acid